Codeinone C1=CC(OC)=C2C=3[C@@]45[C@@H](O2)C(=O)C=C[C@H]4[C@@H](CC13)N(C)CC5